4-[(1s,4r,5r)-5-{[5-cyclopropyl-3-(2-cyclopropyl-6-fluorophenyl)-1,2-oxazol-4-yl]methoxy}-3-oxo-2-azabicyclo[2.2.1]heptan-2-yl]benzoic acid C1(CC1)C1=C(C(=NO1)C1=C(C=CC=C1F)C1CC1)CO[C@H]1[C@@H]2C(N([C@H](C1)C2)C2=CC=C(C(=O)O)C=C2)=O